γ-linolenoyl-lysine C(CCCC\C=C/C\C=C/C\C=C/CCCCC)(=O)N[C@@H](CCCCN)C(=O)O